1-((R)-1-propenoylazepan-3-yl)-7-chloro-6-(((tetrahydrofuran-3-yl)oxy)-1H-benzo[d]imidazol-2-yl)-2-methylisonicotinamide C(C=C)(=O)N1C[C@@H](CCCC1)N1C(C=C(C(=O)N)C=C1C1=NC2=C(N1OC1COCC1)C(=CC=C2)Cl)C